(1-vinyl-3-ethylimidazole) bromide [Br-].C(=C)N1CN(C=C1)CC